BrC1=CC(=C(C=2C=C(OC21)C(=O)OCC)F)Cl ethyl 7-bromo-5-chloro-4-fluoro-benzofuran-2-carboxylate